5-[4-(3-([2-(furan-3-yl)-6-methylthieno[2,3-d]pyrimidin-4-yl]amino)propyl)phenyl]-1,3-dihydro-2-benzofuran-1-one O1C=C(C=C1)C=1N=C(C2=C(N1)SC(=C2)C)NCCCC2=CC=C(C=C2)C2=CC1=C(C(OC1)=O)C=C2